6-(1-(4-((1R,5S)-3-azabicyclo[3.1.0]hexan-3-yl)-3-fluorobenzyl)-4-chloro-1H-indazole-7-carboxamido)spiro[3.3]heptane [C@@H]12CN(C[C@H]2C1)C1=C(C=C(CN2N=CC3=C(C=CC(=C23)C(=O)NC2CC3(CCC3)C2)Cl)C=C1)F